FC(OC1=NC=CC(=C1B1OC(C(O1)(C)C)(C)C)C)F 2-(difluoromethoxy)-4-methyl-3-(4,4,5,5-tetramethyl-1,3,2-dioxaborolan-2-yl)pyridine